FC=1C=C(C=CC1CSC1CCOCC1)B(O)O (3-FLUORO-4-[(OXAN-4-YLSULFANYL)METHYL]PHENYL)BORANEDIOL